1-(4-benzyloxy-6-tert-butoxy-2-pyridinyl)-4-methylsulfonyl-2-(trifluoromethyl)piperazine C(C1=CC=CC=C1)OC1=CC(=NC(=C1)OC(C)(C)C)N1C(CN(CC1)S(=O)(=O)C)C(F)(F)F